C(N)(=O)C=1C(=NC(=C(N1)C=1C2=C(C=NC1)N(C=N2)C)NC)NC2=CC=C(C=C2)CS(=O)(=O)[O-] [4-[[3-Carbamoyl-6-(methylamino)-5-(3-methylimidazo[4,5-c]pyridin-7-yl)pyrazin-2-yl]amino]phenyl]methansulfonat